4-chloro-10-(2,6-difluoro-4-{[2-(methylamino)ethyl]amino}phenyl)-8-ethyl-13-methoxy-6,8,10-triazatricyclo[9.4.0.02,7]pentadeca-1(11),2(7),3,5,12,14-hexaen-9-one ClC1=CC=2C=3C=CC(=CC3N(C(N(C2N=C1)CC)=O)C1=C(C=C(C=C1F)NCCNC)F)OC